3-((3R,4S)-4-((5-(1-(2,2-difluoroethyl)-4-fluoro-1H-benzo[d][1,2,3]triazol-6-yl)-4-methoxypyrrolo[2,1-f][1,2,4]triazin-2-yl)amino)-3-fluoropiperidin-1-yl)oxetane-3-carbonitrile FC(CN1N=NC2=C1C=C(C=C2F)C=2C=CN1N=C(N=C(C12)OC)N[C@@H]1[C@@H](CN(CC1)C1(COC1)C#N)F)F